O1C=NC=C1CC=1C=C(CNCCCCOCCNC2=C3C=NNC3=CC(=C2)C=2C=NNC2C#N)C=C(C1)OC(F)(F)F 4-(4-((2-(4-((3-(oxazol-5-ylmethyl)-5-(trifluoromethoxy)benzyl)amino)butoxy)ethyl)amino)-1H-indazol-6-yl)-1H-pyrazole-5-carbonitrile